BrC1=CC=C2COCC=CCOC[C@@]34[C@H](N[C@H](C(NC2=N1)=O)C4)C3 (1S,18S,20R)-13-bromo-3,8-dioxa-14,16,19-triazatetracyclo[16.3.1.01,20.010,15]docosa-5,10,12,14-tetraen-17-one